FC1=C(C=C2C=CC=NC2=C1)C(C)N1C=NC=2C1=NC(=CN2)C2=CC=C(C=C2)S(=O)(=O)N 4-(1-(1-(7-fluoroquinolin-6-yl)-ethyl)-1H-imidazo[4,5-b]pyrazin-6-yl)-benzenesulfonamide